1,2-bis(2-naphthylthio)benzene Radium bromid [Br-].[Ra+2].C1=C(C=CC2=CC=CC=C12)SC1=C(C=CC=C1)SC1=CC2=CC=CC=C2C=C1.[Br-]